C1(=CC=CC2=CC=CC=C12)N1CCNCC1 4-(naphthalene-1-yl)piperazine